CS(=O)(=O)C1=CC2=C(N=C(N=C2O)C)C=N1 6-(methylsulfonyl)-2-methylpyrido[3,4-d]pyrimidin-4-ol